tert-butyl 4-[[4-[8-chloro-7-[2-methyl-3-(2-trimethylsilylethoxymethyl)benzimidazol-5-yl]oxy-quinoxalin-2-yl]pyrazol-1-yl]methyl]-3,3-difluoro-piperidine-1-carboxylate ClC=1C(=CC=C2N=CC(=NC12)C=1C=NN(C1)CC1C(CN(CC1)C(=O)OC(C)(C)C)(F)F)OC1=CC2=C(N=C(N2COCC[Si](C)(C)C)C)C=C1